gallium acetate dihydrate O.O.C(C)(=O)[O-].[Ga+3].C(C)(=O)[O-].C(C)(=O)[O-]